C(C1=CC=CC=C1)N1C(C(=CC2=CC=CC=C12)C(=O)[O-])=O 1-benzyl-2-oxo-1,2-dihydroquinoline-3-carboxylate